(6-Methoxy-8-(4-(trifluoromethyl)piperidin-1-yl)quinoline-3-carbonyl)-L-alanine COC=1C=C2C=C(C=NC2=C(C1)N1CCC(CC1)C(F)(F)F)C(=O)N[C@@H](C)C(=O)O